triethylarsenic C(C)[As](CC)CC